BrC=1C(=C2NC(C(=NC2=CC1)C=O)=O)F 6-bromo-5-fluoro-3-oxo-3,4-dihydroquinoxaline-2-carbaldehyde